N1(CC2(CC1)CC=1C(=NC=CC1)O2)CC2=C(N=C(S2)NC(C)=O)F N-(5-((3H-Spiro[furo[2,3-b]pyridine-2,3'-pyrrolidin]-1'-yl)methyl)-4-fluorothiazol-2-yl)acetamide